C(C1=CC=CC=C1)OCCC(CCC)OC1=NN2C(C(=N1)N(CC1=C(C=C(C=C1)OC)OC)CC1=C(C=C(C=C1)OC)OC)=NC=C2C(C2=CC(=C(OCCN(C(OC(C)(C)C)=O)C)C=C2)OC)O tert-butyl (2-(4-((2-((1-(benzyloxy)hexan-3-yl)oxy)-4-(bis(2,4-dimethoxybenzyl)amino)imidazo[2,1-f][1,2,4]triazin-7-yl)(hydroxy)methyl)-2-methoxyphenoxy)ethyl)(methyl)carbamate